N1=NN(C2=NC=CC=C21)C2=CC(=C(C(=O)N([C@H]1CNCCC1)C1=NC=CC3=C1C(=CS3)Br)C=C2)F (R)-4-(3H-[1,2,3]triazolo[4,5-b]pyridin-3-yl)-N-(3-bromothieno[3,2-c]pyridin-4-yl)-2-fluoro-N-(piperidin-3-yl)benzamide